FC(CCC1=C(SC=C1)CCC(=O)N)(F)F (3,3,3-trifluoropropyl)thiol-propanamide